Cl.Cl.FC(C1=CC(=NC=C1)CN)(F)F (4-(trifluoromethyl)pyridin-2-yl)methanamine dihydrochloride salt